FC1([C@@H](CN(C1)C1COC1)NC1=NN2C(C(=N1)OC)=C(C(=C2)F)C=2C=CC1=C(N(N=N1)[C@H](CF)C)C2)F N-((R)-4,4-difluoro-1-(oxetan-3-yl)pyrrolidin-3-yl)-6-fluoro-5-(1-((S)-1-fluoropropan-2-yl)-1H-benzo[d][1,2,3]triazol-6-yl)-4-methoxypyrrolo[2,1-f][1,2,4]triazin-2-amine